FC(C(C)(O)C=1N=NC(=CC1OC)NCC1=CC=C(C=C1)OC)(F)F 1,1,1-trifluoro-2-(4-methoxy-6-((4-methoxybenzyl)amino)pyridazin-3-yl)propan-2-ol